C(CCC)N(C1CC(NC(C1)(C)C)(C)C)C1=NC(=NC(=N1)N(CCCC)C1CC(NC(C1)(C)C)(C)C)NCCCCCC(CCCCCNC1=NC(=NC(=N1)N(CCCC)C1CC(NC(C1)(C)C)(C)C)N(CCCC)C1CC(NC(C1)(C)C)(C)C)NC1=NC(=NC(=N1)N(CCCC)C1CC(NC(C1)(C)C)(C)C)N(CCCC)C1CC(NC(C1)(C)C)(C)C 1,6,11-tris[2,4-bis(N-Butyl-N-(2,2,6,6-tetramethyl-4-piperidyl)amino)-s-triazin-6-ylamino]undecane